ClC=1C=C(C=2N(N1)C=C(N2)C2=NC=CC=C2)C2CC2 6-chloro-8-cyclopropyl-2-(pyridin-2-yl)imidazo[1,2-b]pyridazine